(5-amino-1-{6-[(2,6-difluorophenyl)oxy]-4-methylpyridin-3-yl}pyrazol-4-yl)[8-(2-hydroxyethyl)-5,6,7,8-tetrahydro-1H-pyrrolo[3,2-g]quinolin-2-yl]methanone NC1=C(C=NN1C=1C=NC(=CC1C)OC1=C(C=CC=C1F)F)C(=O)C1=CC=2C=C3CCCN(C3=CC2N1)CCO